[1,4]diazocin-2-amine N1=C(C=NC=CC=C1)N